5-fluoro-6-isopropyl-4-nitro-2,3-dihydro-1H-inden-1-one FC=1C(=C2CCC(C2=CC1C(C)C)=O)[N+](=O)[O-]